C(CC)[C@@H]1CC(=O)OC1 (R)-3-propyl-gamma-butyrolactone